N-(6-amino-5-ethyl-3-pyridyl)-2-oxo-2-[Rac-(2R,5S)-5-methyl-2-[2-[Rac-(3S,4R)-1,3-dimethyl-4-piperidyl]-1,3-Benzothiazol-5-Yl]-1-piperidyl]acetamide NC1=C(C=C(C=N1)NC(C(N1[C@H](CC[C@@H](C1)C)C=1C=CC2=C(N=C(S2)[C@H]2[C@@H](CN(CC2)C)C)C1)=O)=O)CC |r|